C(C)OC1=CC=C(C=C1)C1=CN=CC(=N1)C(=O)NCCC1=CC(=CC=C1)OC 6-(4-ethoxyphenyl)-N-(3-methoxyphenethyl)pyrazine-2-carboxamide